7-cyclopentyl-N-(1-(cyclopropylsulfonyl)piperidin-4-yl)-5-fluoropyrrolo[2,1-f][1,2,4]triazin-2-amine C1(CCCC1)C1=CC(=C2C=NC(=NN21)NC2CCN(CC2)S(=O)(=O)C2CC2)F